1-((1R,3S)-3-methoxycyclopentyl)-7-(2-methyl-6-(4H-1,2,4-triazol-3-yl)pyridin-3-yl)-3,4-dihydropyrazino[2,3-b]pyrazin-2(1H)-one CO[C@@H]1C[C@@H](CC1)N1C(CNC=2C1=NC(=CN2)C=2C(=NC(=CC2)C2=NN=CN2)C)=O